N-(2-fluorophenyl)-7-(1-(piperidin-4-yl)-1H-pyrazol-4-yl)quinazolin-4-amine FC1=C(C=CC=C1)NC1=NC=NC2=CC(=CC=C12)C=1C=NN(C1)C1CCNCC1